tert-butyl N-(4-bromo-3-fluoro-phenyl)sulfonylcarbamate BrC1=C(C=C(C=C1)S(=O)(=O)NC(OC(C)(C)C)=O)F